N-[5-(2,2-difluorocyclopropyl)-1H-pyrazol-3-yl]carboxamide FC1(C(C1)C1=CC(=NN1)NC=O)F